FC=1C=C2C(=NC1)NC=C2C2=CC=1N(C=C2)N=CC1C(=O)NC=1C=NC=CC1 5-(5-fluoro-1H-pyrrolo[2,3-b]pyridin-3-yl)-N-(pyridin-3-yl)pyrazolo[1,5-a]pyridine-3-carboxamide